Cl.FC=1C=C(C(=C(C1)C1=NC=NN2C1=CC(=C2)CN2C(N(C=CC2=O)C)=O)CC2CNC[C@@H](O2)C)C 3-((4-(5-fluoro-3-methyl-2-(((6S)-6-methylmorpholin-2-yl)methyl)phenyl)pyrrolo[2,1-f][1,2,4]triazin-6-yl)methyl)-1-methylpyrimidine-2,4(1H,3H)-dione hydrochloride